ClC1=C(C=C2C(=C(N(C2=C1F)C)C1=NNC(=N1)[C@H](C(F)F)OC)N1C=NC=C1)OC (R)-6-chloro-2-(5-(2,2-difluoro-1-methoxyethyl)-1H-1,2,4-triazol-3-yl)-7-fluoro-3-(1H-imidazol-1-yl)-5-methoxy-1-methyl-1H-indole